I.S1C(=C(C(=C1)N)N)C=1SC=CC1 bithiophenebisamine hydroiodide